C(C)OC(=O)C1(CSCC1O)N1C2=NC=NC(=C2N=C1)SCCCCC (±)-Ethyl-4-hydroxy-3-(6-(pentylthio)-9H-purin-9-yl)tetrahydrothiophene-3-carboxylate